BrC=1C2=C(SC1C(F)(F)P(=O)(OCC)OCC)C(=CC(=C2)C(=O)O)OCCCS(=O)(=O)C 3-bromo-2-((diethoxyphosphoryl)difluoromethyl)-7-(3-(methylsulfonyl)propoxy)benzo[b]thiophene-5-carboxylic acid